C(C(C)C)N1C[C@H](N(CC1)CC=1C=CC2=C(C(=NO2)N2C(NC(CC2)=O)=O)C1)C (R)-1-(5-((4-isobutyl-2-methylpiperazin-1-yl)methyl)benzo[d]isoxazol-3-yl)dihydropyrimidine-2,4(1H,3H)-dione